di-(1,2,2,6,6-pentamethylpiperidin-4-yl)p-methoxybenzylidenemalonate CN1C(CC(CC1(C)C)C1=C(C(=C(C(=O)[O-])C(=O)[O-])C2CC(N(C(C2)(C)C)C)(C)C)C=CC(=C1)OC)(C)C